C(=CC)[Si](OC)(OC)CCCCCCCCCCCCCCCCCC propenyl-octadecyl-dimethoxysilane